FC(OC1=CC=C(C=C1)C1=CN=C2N1C=CN=C2NC2=CC(=C(C(=O)NCCCCCN1CCOCC1)C=C2)C)F 4-((3-(4-(di-fluoromethoxy)phenyl)imidazo[1,2-a]pyrazin-8-yl)amino)-2-methyl-N-(5-morpholino-pentyl)benzamide